(4-methoxy-7-phenyl-thiazolo[4,5-c]pyridin-2-yl)-amid COC1=NC=C(C2=C1N=C(S2)[NH-])C2=CC=CC=C2